1-(3-methoxy-2,6-dimethylbenzyl)-4-methyl-6-(methylthio)-3-(pyrrolidin-1-yl)pyridazin-1-ium COC=1C(=C(C[N+]2=NC(=C(C=C2SC)C)N2CCCC2)C(=CC1)C)C